tert-butyl 6-[8-[1,3-benzothiazol-2-yl(2-trimethylsilylethoxymethyl)carbamoyl]-3,4-dihydro-1H-isoquinolin-2-yl]-3-bromo-pyridine-2-carboxylate S1C(=NC2=C1C=CC=C2)N(C(=O)C=2C=CC=C1CCN(CC21)C2=CC=C(C(=N2)C(=O)OC(C)(C)C)Br)COCC[Si](C)(C)C